Cl.FC1=C(C=C(C=C1C(F)(F)F)C1=C(C=CC=C1C)C)[C@H](CC(=O)OCC)NC([C@H](CC(C)C)NC(=O)[C@@H]1NCCC1)=O ethyl (3S)-3-[4-fluoro-2',6'-dimethyl-5-(trifluoromethyl)-[1,1'-biphenyl]-3-yl]-3-[(2S)-4-methyl-2-{[(2R)-pyrrolidin-2-yl]formamido}pentanamido]propanoate hydrochloride